2-(4-benzylpiperidin-1-yl)acethydrazide C(C1=CC=CC=C1)C1CCN(CC1)CC(=O)NN